succinimidyl (succinate) C(CCC(=O)[O-])(=O)ON1C(CCC1=O)=O